7-Bromo-1-(trifluoromethyl)isoquinoline BrC1=CC=C2C=CN=C(C2=C1)C(F)(F)F